ClC=1C(=C(CN2CCN3CCC2C3)C=C(C1)[N+](=O)[O-])C 4-(3-chloro-2-methyl-5-nitrobenzyl)-1,4-diazabicyclo[3.2.1]octane